4-fluoro-1-((1-(fluoromethyl)cyclopropyl)methyl)-1H-benzo[d]imidazole-6-carboxylate FC1=CC(=CC=2N(C=NC21)CC2(CC2)CF)C(=O)[O-]